trans-[(3S)-3-(3,5-difluorophenyl)-1,2-oxazolidin-2-yl]-[4-[(2-methyl-[1,2,4]triazolo[1,5-b]pyridazin-6-yl)methyl]cyclohexyl]methanone FC=1C=C(C=C(C1)F)[C@H]1N(OCC1)C(=O)[C@@H]1CC[C@H](CC1)CC=1C=CC=2N(N1)N=C(N2)C